3,4-dihydro-2H-1,4-benzoxazine-7-amine O1CCNC2=C1C=C(C=C2)N